C(#N)C1=C(OC=2C(=C3C(N(C=NC3=CC2)C2COC3(C2)CCN(CC3)C(=O)OC(C)(C)C)=O)F)C(=CC=C1F)F tert-butyl 3-[6-(2-cyano-3,6-difluoro-phenoxy)-5-fluoro-4-oxo-quinazolin-3-yl]-1-oxa-8-azaspiro[4.5]decane-8-carboxylate